FC1=C(N(C=C1)C1=C(C=CC=C1)C)C1=CC=C(C=C1)OC 3-fluoro-2-(4-methoxyphenyl)-1-(o-tolyl)-1H-pyrrole